(S)-N1-Ethyl-N6-(1-(2-(3,5,7-trimethyl-1-adamantylamino)-2-oxoethyl)-2-oxo-1,2-dihydropyridin-3-yl)-5-(1-methyl-1H-imidazol-5-carboxamido)-2-oxohexandiamid C(C)NC(C(CC[C@@H](C(=O)NC=1C(N(C=CC1)CC(=O)NC12CC3(CC(CC(C1)(C3)C)(C2)C)C)=O)NC(=O)C2=CN=CN2C)=O)=O